(S)-2-((5-(4-(4-methylpyridazin-3-yl)phenyl)pyridin-2-yl)amino)-6,6a,7,8-tetrahydro-9H-pyrido-[2,3-b]pyrrolo[1,2-d]-[1,4]oxazin-9-one CC1=C(N=NC=C1)C1=CC=C(C=C1)C=1C=CC(=NC1)NC1=CC2=C(OC[C@H]3N2C(CC3)=O)N=C1